N1N=CC2=C(C=CC=C12)C=1N=C(C2=C(N1)C=C(S2)CN2CCN(CC2)S(=O)(=O)C)N2CCOCC2 2-(1H-indazol-4-yl)-6-(4-methanesulfonylpiperazin-1-ylmethyl)-4-morpholin-4-ylthieno(3,2-d)pyrimidine